5-(difluoromethyl)-3-((1-((6-(hydroxymethyl)-2-oxo-1,2-dihydropyridin-3-yl)methyl)-6-oxo-4-(1,1,2,2-tetrafluoroethyl)-1,6-dihydropyrimidin-5-yl)oxy)-2-methylbenzonitrile FC(C=1C=C(C(=C(C#N)C1)C)OC1=C(N=CN(C1=O)CC=1C(NC(=CC1)CO)=O)C(C(F)F)(F)F)F